methylolbutanol C(O)C(CCC)O